CC([Ti](C=[SiH2])(NC12CC3CC(CC(C1)C3)C2)C2(C(=C(C=C2)C)C)C)C dimethylsilylene(trimethylcyclopentadienyl)(adamantylamino)dimethyl-titanium